cis-3-(aminomethyl)-7-[4-[4-methyl-6-(trifluoromethyl)pyrimidin-2-yl]piperazin-1-yl]sulfonyl-3a,4-dihydro-3H-oxazolo[4,3-c][1,4]benzoxazin-1-one NC[C@@H]1OC(N2[C@H]1COC1=C2C=CC(=C1)S(=O)(=O)N1CCN(CC1)C1=NC(=CC(=N1)C)C(F)(F)F)=O